ethyl 2-[(6-benzyloxy-10-phenyl-[1,2,4]triazolo[5,1-a]isoquinoline-5-carbonyl)amino]acetate C(C1=CC=CC=C1)OC1=C(N2C(C3=C(C=CC=C13)C1=CC=CC=C1)=NC=N2)C(=O)NCC(=O)OCC